C(N)(=N)C=1C=C(SC1)[C@@H](C)NC(=O)[C@H]1N([C@H]2C[C@]2(C1)C)C(CNC(C1=CC=C(C=C1)OC1=CC=C(C=C1)C)=O)=O (1S,3S,5S)-N-((R)-1-(4-carbamimidoylthiophen-2-yl)ethyl)-5-methyl-2-((4-(p-tolyloxy)benzoyl)glycyl)-2-azabicyclo[3.1.0]hexane-3-carboxamide